CN1CCN(CC1)C1=NC=CC(=C1)NC=1C=C2C(=NC1)NC=C2C=2C=C1N(CCNC1=O)C2 7-(5-((2-(4-methylpiperazin-1-yl)pyridin-4-yl)amino)-1H-pyrrolo[2,3-b]pyridin-3-yl)-3,4-dihydropyrrolo[1,2-a]pyrazin-1(2H)-one